Cl.Cl.Cl.C(C1=CC=CC=C1)(=O)O benzoate trihydrochloride